BrC=1C=C(C(N(C1)C(F)F)=O)C 5-bromo-1-(difluoromethyl)-3-methylpyridin-2(1H)-one